5-vinylpyridine C(=C)C=1C=CC=NC1